4-methyl-3,4-dihydro-2H-benzo[1,4]oxazine-6-carboxylic acid [2-(6-oxa-1-aza-spiro[3.3]hept-1-yl)-benzooxazol-5-yl]-amide N1(CCC12COC2)C=2OC1=C(N2)C=C(C=C1)NC(=O)C=1C=CC2=C(N(CCO2)C)C1